3-(4,5-dihydro-1H-imidazol-2-yldiazenyl)-1H-indol-2-ol N1C(=NCC1)N=NC1=C(NC2=CC=CC=C12)O